thieno[3,2-b]pyridin-7-ylcarbamic acid tert-butyl ester C(C)(C)(C)OC(NC1=C2C(=NC=C1)C=CS2)=O